1-(tert-butoxycarbonyl)-3-(hydroxymethyl)piperidine-3-carboxylic acid C(C)(C)(C)OC(=O)N1CC(CCC1)(C(=O)O)CO